3-(imidazo[1,2-b]pyridazin-6-yl)-N-(2-(4-methylpiperazin-1-yl)pyridin-4-yl)-1H-pyrrolo[2,3-b]pyridin-5-amine N=1C=CN2N=C(C=CC21)C2=CNC1=NC=C(C=C12)NC1=CC(=NC=C1)N1CCN(CC1)C